BrC(C(=O)NC1=CC=C(C=C1)Cl)CO 2-bromo-N-(4-chlorophenyl)-3-hydroxypropionamide